[K+].P(=O)(OCCCCCCCC\C=C/CCCCCCCC)([O-])[O-].[K+] oleyl phosphate potassium salt